2'-chloro-N-(5-cyclohexyl-1,3,4-thiadiazol-2-yl)-5'-methoxy-6-methyl-(4,4'-bipyridine)-3-carboxamide ClC1=NC=C(C(=C1)C1=C(C=NC(=C1)C)C(=O)NC=1SC(=NN1)C1CCCCC1)OC